OC1=C(C=CC=2C(=NOC21)CC(=O)OCC)I ethyl 2-(7-hydroxy-6-iodo-1,2-benzoxazol-3-yl)acetate